1-bromo-3-chloro-2-cyclopropylbenzene BrC1=C(C(=CC=C1)Cl)C1CC1